CC(C)(C)OC(=O)NCCCC[C@@H](C(=O)O)N N-ε-t-butyloxycarbonyl-L-lysine